CN1C2=C(NCCC1=O)C=CC(=C2)C#CCN2CCOCC2 (S)-1-methyl-8-(3-morpholinoprop-1-yn-1-yl)-2-oxo-2,3,4,5-tetrahydro-1H-benzo[b][1,4]diazepine